C1(CC1)C=1SC2=C(N(C(N=C2N(C)C)=O)C=2C=C(C(=O)O)C=CC2)N1 3-[2-cyclopropyl-7-(dimethylamino)-5-oxo-[1,3]Thiazolo[4,5-d]Pyrimidin-4-yl]Benzoic acid